5-phenylthieno[2,3-d]pyrimidin-4(3H)-one C1(=CC=CC=C1)C1=CSC=2N=CNC(C21)=O